C1(CC1)NC(CN1CCN(CC1)C1=CC2=C(CC3(CCN(CC3)C)O2)C=C1NC(=O)C=1C=NN2C1N=CC=C2)=O N-(6-(4-(2-(cyclopropylamino)-2-oxoethyl)piperazin-1-yl)-1'-methyl-3H-spiro[benzofuran-2,4'-piperidin]-5-yl)pyrazolo[1,5-a]pyrimidine-3-carboxamide